FC(COC(CC)=O)(C)F propionic acid 2,2-difluoropropyl ester